dimethyl(octyl)hexadecylphosphonium chloride [Cl-].C[P+](CCCCCCCCCCCCCCCC)(CCCCCCCC)C